ClC1=CC(=C(C=C1)C(C#C)=O)F 1-(4-Chloro-2-fluorophenyl)prop-2-yn-1-one